1-eicosanoyl-2-(11Z,14Z-eicosadienoyl)-glycero-3-phospho-(1'-sn-glycerol) CCCCCCCCCCCCCCCCCCCC(=O)OC[C@H](COP(=O)(O)OC[C@H](CO)O)OC(=O)CCCCCCCCC/C=C\C/C=C\CCCCC